N1=CC=CC2=CC=C(C=C12)OCC=O 2-(quinolin-7-yloxy)ethan-1-one